Nα,Nω,Nω'-tris-Boc-L-Arginine C(=O)(OC(C)(C)C)N[C@@H](CCCNC(NC(=O)OC(C)(C)C)=NC(=O)OC(C)(C)C)C(=O)O